(5R)-5-(4-(5-chloro-4-((1-(2,4-dichloro-5-fluorophenyl)ethyl)amino)pyrimidin-2-yl)piperazine-1-carbonyl)pyrrolidin-2-one ClC=1C(=NC(=NC1)N1CCN(CC1)C(=O)[C@H]1CCC(N1)=O)NC(C)C1=C(C=C(C(=C1)F)Cl)Cl